ClC1=NC=C2C(=N1)N(C(N(C2)C2=C(C=CC=C2C)F)=O)C2CC(CC2)NC(OC(C)(C)C)=O tert-butyl N-[3-[7-chloro-3-(2-fluoro-6-methyl-phenyl)-2-oxo-4H-pyrimido[4,5-d]pyrimidin-1-yl]cyclopentyl]carbamate